OC(CCCCCCCCCCCCCCCCCC(=O)O)CCC(CCCCCC)O 19,22-Dihydroxyoctacosanoic acid